(E)-1-(4-(3-(benzo[d]oxazol-2-yl-thio)propoxy)phenyl)-3-(3-chlorophenyl)-2-propen-1-one O1C(=NC2=C1C=CC=C2)SCCCOC2=CC=C(C=C2)C(\C=C\C2=CC(=CC=C2)Cl)=O